methyl-3-oxo-2,3-dihydroisoxazole CN1OC=CC1=O